F[C@@]1([C@@](O[C@@H]([C@H]1O)CO)(N1C(=O)NC(=O)C=C1)[C@@H]1[C@H](O)[C@@H](O)[C@@H](O1)C(O)I)O 2'-fluoro-5-iodo-β-L-arabinofuranosyluridine